FCCOC1=C(C=CC(=C1)S(=O)(=O)C)NCC#CC=1N(C=2C=CC=C(C2C1)NC1CCN(CC1)C1CCN(CC1)C)CC(F)(F)F 2-(3-{[2-(2-fluoroethoxy)-4-methanesulfonyl-phenyl]amino}prop-1-yn-1-yl)-N-[1-(1-methylpiperidin-4-yl)piperidin-4-yl]-1-(2,2,2-trifluoroethyl)-1H-indol-4-amine